C1(CC1)C1=CC(=CC(=N1)C=1OC2=C(N1)C=C(C=C2F)C2(CC2)NC(OC(C)(C)C)=O)C2=C(C=C(C=C2)F)C2=NN=CN2C tert-Butyl N-[1-(2-{6-cyclopropyl-4-[4-fluoro-2-(4-methyl-1,2,4-triazol-3-yl)phenyl]pyridin-2-yl}-7-fluoro-1,3-benzoxazol-5-yl)cyclopropyl]carbamate